C(C1=CC=CC=C1)OC(=O)N1C(CCCC1C)C N-(benzyloxycarbonyl)-2,6-dimethyl-piperidine